tert-butyl ((6-bromo-4,5-difluoro-1-(phenylsulfonyl)-1H-indol-2-yl)methyl)carbamate BrC1=C(C(=C2C=C(N(C2=C1)S(=O)(=O)C1=CC=CC=C1)CNC(OC(C)(C)C)=O)F)F